{(S)-1-carbonyl-1-{{(S)-1-carbonyl-3-[(S)-2-carbonylpyrrolidin-3-yl]propan-2-yl}amino}-3-(3,4-difluorophenyl)propan-2-yl}-1H-indole-2-carboxamide C(=O)=C([C@H](CC1=CC(=C(C=C1)F)F)N1C(=CC2=CC=CC=C12)C(=O)N)N[C@H](C=C=O)C[C@H]1C(NCC1)=C=O